(E)-1-(3-n-butoxy-4-methoxystyryl)-2,6-dimethylpyridin-4(1H)-one C(CCC)OC=1C=C(/C=C/N2C(=CC(C=C2C)=O)C)C=CC1OC